(Z)-3-(1-Hydroxybutenyl)benzofuran-2(3H)-one O\C(=C/CC)\C1C(OC2=C1C=CC=C2)=O